1,1,2,2-tetrafluorospiro[2.5]octan-6-amine hydrochloride Cl.FC1(C(C12CCC(CC2)N)(F)F)F